tert-butyl (1R,4R)-5-((1-(1-(1-((2-chloro-4-(trifluoromethyl)phenyl) carbamoyl)cyclobutyl)-1H-pyrazol-4-yl)piperidin-4-yl)methyl)-2,5-diazabicyclo[2.2.1]heptane-2-carboxylate ClC1=C(C=CC(=C1)C(F)(F)F)NC(=O)C1(CCC1)N1N=CC(=C1)N1CCC(CC1)CN1[C@H]2CN([C@@H](C1)C2)C(=O)OC(C)(C)C